OC1=CC=C(C=C1)/C=C/C=1C=C(C=C(C1)O)O 5-[(E)-2-(4-hydroxyphenyl)ethenyl]benzene-1,3-diol